C(C)S(=O)(=O)C=1C(=NC=C(C1)N1N=C(C=C1)C(F)(F)F)C=1C=C2C(=CN1)N(N=C2CO)CC(C(F)(F)F)(F)F 5-[3-ethylsulfonyl-5-[3-(trifluoromethyl)pyrazol-1-yl]-2-pyridyl]-1-(2,2,3,3,3-pentafluoropropyl)pyrazolo[3,4-c]pyridinemethanol